bis(2-hydroxyethyl)-terephthalic acid OCCC=1C(=C(C(=O)O)C=CC1C(=O)O)CCO